diphenylmethane bisIsocyanate [N-]=C=O.[N-]=C=O.C1(=CC=CC=C1)CC1=CC=CC=C1